METHYLENEGLUTAMINE C=N[C@@H](CCC(N)=O)C(=O)O